(R)-3-(3-((5-chloro-1H-indol-2-yl)methyl)-1-methylureido)-N-(2,2,2-trifluoroethyl)piperidine-1-carboxamide ClC=1C=C2C=C(NC2=CC1)CNC(N(C)[C@H]1CN(CCC1)C(=O)NCC(F)(F)F)=O